NC1=NC=C(C2=C1C(=NN2C)C2=CC(=C(C=C2)NS(=O)(=O)C(F)F)O[C@@H](C)C2=CC=C(C=C2)F)C=2C=NN(C2)C2CCN(CC2)C(=O)[O-] 4-(4-{4-amino-3-[4-(difluoromethanesulfonamido)-3-[(1S)-1-(4-fluorophenyl)ethoxy]phenyl]-1-methyl-1H-pyrazolo[4,3-c]pyridin-7-yl}-1H-pyrazol-1-yl)piperidine-1-carboxylate